ClC1=CC=C(C=C1)C=1C=C2C(=NC1)N=C(S2)N 6-(4-Chlorophenyl)thiazolo[4,5-b]pyridin-2-amine